BrC=1C(=C(C(=C(C1)C(F)(F)F)F)O)F 3-bromo-2,6-difluoro-5-(trifluoromethyl)phenol